(2S,3S)-3-ethyl-4,4-difluoro-5-oxopyrrolidin C(C)[C@H]1CNC(C1(F)F)=O